FC=1C=C(C=C(C1F)F)C=1C(=CC=CC1)C#N 3',4',5'-trifluoro[1,1'-biphenyl]-2-formonitrile